6-(4-((3-ethyl-2,4-dioxo-1,2,3,4-tetrahydroquinazolin-7-yl)methyl)piperazin-1-yl)-N,5-dimethyl-nicotinamide C(C)N1C(NC2=CC(=CC=C2C1=O)CN1CCN(CC1)C1=NC=C(C(=O)NC)C=C1C)=O